(S)-3,3-dimethyl-2-(5-methylisoxazole-4-carboxamido)butyric acid CC([C@@H](C(=O)O)NC(=O)C=1C=NOC1C)(C)C